2-(2,3-dimethyl-9-nitro-6H-indolo[2,3-b]quinoxalin-6-yl)-N,N-dimethylethanamine CC=1C=C2N=C3C(=NC2=CC1C)N(C=1C=CC(=CC13)[N+](=O)[O-])CCN(C)C